Tert-butyl N-[2-[2-[4-[2-[2-[[2-(2,6-dioxo-3-piperidyl)-1,3-dioxo-isoindolin-4-yl]amino] ethoxy]ethyl]piperazin-1-yl]ethoxy]ethyl]carbamate O=C1NC(CCC1N1C(C2=CC=CC(=C2C1=O)NCCOCCN1CCN(CC1)CCOCCNC(OC(C)(C)C)=O)=O)=O